C(C1=CC=CC=C1)S(=O)(=O)OC1=C(C=C)C=CC=C1 2-toluenesulfonyloxystyrene